3-(4,4,5,5-tetramethyl-1,3,2-dioxaborolan-2-yl)-1-((2-(trimethylsilyl)ethoxy)methyl)-1H-indazole CC1(OB(OC1(C)C)C1=NN(C2=CC=CC=C12)COCC[Si](C)(C)C)C